ClC=1C(=NC(=NC1)NC1=C(C=C2CCN(CC2=C1)C)OC)NC1=C(C=C(C(=O)N(C)CCF)C=C1)P(=O)(C)C 4-((5-Chloro-2-((6-methoxy-2-methyl-1,2,3,4-tetrahydroisoquinolin-7-yl)amino)pyrimidin-4-yl)amino)-3-(dimethylphosphoryl)-N-(2-fluoroethyl)-N-methyl-benzamide